C(=C)C1=CC=C(C=C1)C(N1C=NC=C1)C1=CC=C(C=C1)C=C 1-(bis(4-vinyl-phenyl)methyl)-1H-imidazole